N-phenoxycarbonyl-lysine O(C1=CC=CC=C1)C(=O)N[C@@H](CCCCN)C(=O)O